N1(CCCC1)S(=O)(=O)C=1C=C(C=CC1)C1=NN=C(O1)NC1=CC=C(C(=O)NO)C=C1 4-[[5-(3-pyrrolidin-1-ylsulfonylphenyl)-1,3,4-oxadiazol-2-yl]amino]benzohydroxamic acid